NC1=C(C(=NC=N1)OC1=C(C=C(C=C1)NC(=O)C=1C=NN(C1C(F)(F)F)C1=NC=CC=C1CC)F)Cl N-[4-(6-amino-5-Chloro-pyrimidin-4-yl)oxy-3-fluoro-phenyl]-1-(3-ethyl-2-pyridyl)-5-(trifluoromethyl)pyrazole-4-carboxamide